amino-N,N-diethylaniline NC1=C(N(CC)CC)C=CC=C1